FC(C=1N=C2N(CCC(C2)CO)C1)(F)F (2-(trifluoromethyl)-5,6,7,8-tetrahydroimidazo[1,2-a]pyridin-7-yl)methanol